CC1=NC=CC(=C1)C1CN(C1)C(=O)OC(C)(C)C tert-Butyl 3-(2-methylpyridin-4-yl)azetidine-1-carboxylate